2'-(4-cyclopropyl-6-methoxypyrimidin-5-yl)-5'-methyl-8'-(3-fluoro-4-(1-methyl-4-(trifluoromethyl)-1H-imidazol-2-yl)benzyl)-5',8'-dihydro-6'H-spiro[cyclopropan-1,7'-pteridin]-6'-one C1(CC1)C1=NC=NC(=C1C1=NC=2N(C3(C(N(C2C=N1)C)=O)CC3)CC3=CC(=C(C=C3)C=3N(C=C(N3)C(F)(F)F)C)F)OC